C1(=C(C=CC=C1)C1=C(C2=C(OC3=C2C=CC=C3)C=C1)C=1C(=C(C=CC1)C1=CC=CC=C1)C1=NN=NC(=C1C1=C(C=CC=C1)C1=CC=CC=C1)C1=CC=CC=C1)C1=CC=CC=C1 [(biphenylyl)dibenzofuranyl][phenyl(biphenylyl)triazinyl]biphenyl